2-chloro-4-((3-(1-(2-(dimethylamino)ethyl)-3-(trifluoromethyl)-1H-pyrazol-4-yl)imidazo[1,2-a]pyrazin-8-yl)amino)-N-methylbenzamide ClC1=C(C(=O)NC)C=CC(=C1)NC=1C=2N(C=CN1)C(=CN2)C=2C(=NN(C2)CCN(C)C)C(F)(F)F